C1(=CC=CC=C1)S(=O)(=O)CBr Bromomethyl phenyl sulfone